CN(C12CCC(CC1)(CC2)NC(OC(C)(C)C)=O)C tert-butyl (4-(dimethylamino)bicyclo[2.2.2]octan-1-yl)carbamate